Diphenyl sulfate S(=O)(=O)(OC1=CC=CC=C1)OC1=CC=CC=C1